CN(C(OC(C)(C)C)=O)CC=1C=C2C(NCC2=C(C1)C(F)(F)F)=O tert-Butyl N-methyl-N-{[3-oxo-7-(trifluoromethyl)-1,2-dihydroisoindol-5-yl]methyl}carbamate